C([C@@H]1[C@H]([C@@H]([C@](O1)(CO)OP(=O)(O)O)O)O)OP(=O)(O)O D-Fructose 2,6-Bisphosphate